C(C)(C)NC(=O)C1=CC=C2C(=CN(C(C2=C1)=O)C)C1=CC=C(C=C1)C(F)(F)F N-isopropyl-2-methyl-1-oxo-4-(4-(trifluoromethyl)phenyl)-1,2-dihydroisoquinoline-7-carboxamide